COC(=O)C1=NC(=C(C=C1Cl)C(F)(F)F)Cl 3,6-dichloro-5-(trifluoromethyl)pyridine-2-carboxylic acid methyl ester